C(=CC(C)=C)[Al](C=CC(C)=C)C=CC(C)=C tri-isoprenyl-aluminum